FC(C(CC(C(C)C)=O)=O)(F)F 1,1,1-trifluoro-5-methyl-hexane-2,4-dione